NCCC#N 3-aminopropanenitrile